5,5-dimethyl-4,5-dihydro-isoxazol-3-yl-triflate CC1(CC(=NO1)OS(=O)(=O)C(F)(F)F)C